2-nitro-5-(2H-1,2,3-triazol-1-yl)phenol [N+](=O)([O-])C1=C(C=C(C=C1)N1NNC=C1)O